The molecule is a 2-hydroxy fatty acid that is pentadecanoic acid substituted by a hydroxy group at position 2. It has a role as a fungal metabolite. It derives from a pentadecanoic acid. CCCCCCCCCCCCCC(C(=O)O)O